1,1-Bis(3,4-dimethylphenyl)ethan CC=1C=C(C=CC1C)C(C)C1=CC(=C(C=C1)C)C